[Ca].C(CCCCCCCCCCCCCCCCCCCCCCCCCCCCC)O triacontanol calcium